BrCC(=O)OC(C)(C)C tertbutyl bromo-acetate